[K].[K].FCCCCOC(C)C=1C=C2NC1C=C1C=C(C(=N1)C=C1C=CC(N1)=CC=1C=CC(N1)=C2)C(C)OCCCCF 3,8-di(1-(4-fluorobutoxy)ethyl)porphyrin dipotassium salt